NC1=C(C=C(N=N1)C1=C(C=CC=C1)O)N1CC2(C1)CN(C2)C2=CC(=NC=C2)C#CCN2CCCCCC2 2-(6-amino-5-(6-(2-(3-(azepan-1-yl)prop-1-yn-1-yl)pyridin-4-yl)-2,6-diazaspiro[3.3]heptan-2-yl)pyridazin-3-yl)phenol